12-oxo-10-((triethylsilyl)oxy)oxacyclododec-4-en-7-yl piperazine-1-carboxylate N1(CCNCC1)C(=O)OC1CC=CCCOC(CC(CC1)O[Si](CC)(CC)CC)=O